N6-(2-isopentenyl)-adenine C(C=C(C)C)NC1=C2NC=NC2=NC=N1